5-[3-[(1-tert-butoxycarbonyl-4-piperidyl)methyl-isopropyl-amino]cyclobutoxy]pyridine-2-carboxylic acid C(C)(C)(C)OC(=O)N1CCC(CC1)CN(C1CC(C1)OC=1C=CC(=NC1)C(=O)O)C(C)C